ClCCC[SiH3] γ-chloropropyl-Silane